(4-phenylphenol) aluminium (III) [Al+3].C1(=CC=CC=C1)C1=CC=C(C=C1)O